N,N-dihexyl-3,3,3-trifluoropropylamine hydrochloride Cl.C(CCCCC)N(CCCCCC)CCC(F)(F)F